(4-(1-(2-chloro-1H-imidazol-1-yl)ethyl)phenyl)-5-isobutylthiophene-2-sulfonamide ClC=1N(C=CN1)C(C)C1=CC=C(C=C1)C1=C(SC(=C1)CC(C)C)S(=O)(=O)N